ClC1=CC=C(C=C1)C1=CC(=NC(=N1)C=1C(=NOC1C)C)C(=O)O 6-(4-chlorophenyl)-2-(3,5-dimethylisoxazol-4-yl)pyrimidine-4-carboxylic acid